FC(C(=O)O)(F)F.[C@@H]1(CCCC2=CC=CC=C12)NC(C1=CC=C(C=C1)OC\C(=C/F)\CN)=O (Z)-(S)-N-(1,2,3,4-tetrahydro-1-naphthyl)-4-((2-aminomethyl-3-fluoroallyl)oxy)-benzamide trifluoroacetate